3-(3-methoxy-4-((6-methoxypyridin-3-yl)methoxy)benzyl)-6-(pyridin-2-yl)-3H-imidazo[4,5-b]pyridin-2-amine COC=1C=C(CN2C(=NC=3C2=NC=C(C3)C3=NC=CC=C3)N)C=CC1OCC=1C=NC(=CC1)OC